C(C)OC(=O)C=1C(=NOC1C1=C(C=CC=C1)Cl)C 5-(2-chlorophenyl)-3-methylisoxazole-4-carboxylic acid ethyl ester